ClC1=C(C=CC=C1F)[C@@H]1N(OCC1)C1=CC(=NC=N1)NC=1C(=CC(=C(C1)NC(C=C)=O)N1CCC(CC1)N1CCN(CC1)C1COC1)OC N-(5-((6-((R)-3-(2-chloro-3-fluorophenyl)isoxazolidine-2-yl)pyrimidine-4-yl)amino)-4-methoxy-2-(4-(4-(oxetane-3-yl)piperazine-1-yl)piperidine-1-yl)phenyl)acrylamide